(5S)-9-bromo-8-chloro-7-(2,6-difluorophenyl)-5-methyl-5H-pyrimido[1,2-a][1,4]benzodiazepin-3-one BrC=1C=CC2=C(C(=N[C@H](C=3N2C=CC(N3)=O)C)C3=C(C=CC=C3F)F)C1Cl